C1=C(C=CC2=CC=CC=C12)C=1C=C2C=CC(=C(C2=CC1)C1=C(C=CC2=CC(=CC=C12)C1=CC2=CC=CC=C2C=C1)OCCO)OCCO 6,6'-bis(2-naphthyl)-2,2'-bis(2-hydroxyethoxy)-1,1'-binaphthalene